C(N)(=O)C1=C(N(N=C1C1=CC=C(C=C1)CC(=O)NC1=CC(=NO1)CC1C(C1)(F)F)C(C)C)NC(OC(C)(C)C)=O tert-Butyl N-[4-carbamoyl-5-[4-[2-[[3-[(2,2-difluorocyclopropyl)methyl]isoxazol-5-yl]amino]-2-oxo-ethyl]phenyl]-2-isopropyl-pyrazol-3-yl]carbamate